Cl.N1[C@@H](CCC1)CC(=O)OC methyl (S)-2-(pyrrolidin-2-yl)acetate hydrochloride